O=[Co]O[Co]=O dicobalt oxide